CC1=C2C=CC=C2C=C(C12CC2)C 4',6'-dimethylspiro[cyclopropane-1,5'-inden]